dimethyl-2,2'-azobis(2-methyl propionate) COC(C(C)(C)N=NC(C(=O)OC)(C)C)=O